C1(CC1)C=1C=CC(=NC1F)C(NC(=O)C1N(CC(C1)F)C(CN1C(=NN=C1)C(F)F)=O)C1=CC=CC=C1 N-[(5-cyclopropyl-6-fluoropyridin-2-yl)(phenyl)methyl]-1-{2-[3-(difluoromethyl)-4H-1,2,4-triazol-4-yl]acetyl}-4-fluoropyrrolidine-2-carboxamide